F[C@@H]1C[C@@]2(N(CC3=CC=CC=C23)C1)CO (cis-2-fluoro-2,3-dihydro-1H-pyrrolo[2,1-a]isoindol-9b(5H)-yl)methanol